2-methyl-N-[4-(7-morpholinoquinazolin-5-yl)oxy-cyclohexyl]-6,7-dihydrofuro[3,2-d]pyrimidin-4-amine CC=1N=C(C2=C(N1)CCO2)NC2CCC(CC2)OC2=C1C=NC=NC1=CC(=C2)N2CCOCC2